diammonium hydrogen citrate, tri-ammonium salt [NH4+].[NH4+].[NH4+].C(CC(O)(C(=O)[O-])CC(=O)[O-])(=O)O.[NH4+].[NH4+]